N,N-dihydroxyethyl-hexadecylamine ON(O)C(CCCCCCCCCCCCCCC)CC